FC=1C=CC2=C(NC(=NS2(=O)=O)NCC=2C(=NC=CC2)N(S(=O)(=O)C)C)C1[C@@H](C)C1=C(C=CC=C1)F (S)-N-(3-(((6-fluoro-5-(1-(2-fluorophenyl)ethyl)-1,1-dioxido-4H-benzo[e][1,2,4]thiadiazin-3-yl)amino)methyl)pyridin-2-yl)-N-methylmethanesulfonamide